[C@]12([C@H](C[C@H](CC1)C2(C)C)CC(=O)O)C.C(C)(=O)O.[C@@]21([C@@H](C[C@H](CC2)C1(C)C)O)C (1S,2R,4S)-(-)-borneol acetate ((1S,2R,4S)-(-)-Bornyl-acetate)